[Na+].OCCCC(=O)[O-] gamma-hydroxybutyric acid sodium salt